NC1=NC=CC=C1C1=NC=2C(=NC(=CC2)C2=CC=CC=C2)N1C1=CC=C(C=C1)CN1CC(CC1)CC(=O)O 2-[1-[[4-[2-(2-amino-3-pyridyl)-5-phenyl-imidazo[4,5-b]pyridin-3-yl]phenyl]methyl]pyrrolidin-3-yl]acetic acid